N1N=CC=C1C1=CC2=NC(=CC(=C2S1)NCC(CO)(C)C)N1CCCC1 3-(2-(1H-pyrazol-5-yl)-5-(pyrrolidin-1-yl)thieno[3,2-b]pyridin-7-ylamino)-2,2-dimethyl-1-propanol